(2R,3R)-2-(3,4,5-trihydroxyphenyl)chroman-3,5,7-triol OC=1C=C(C=C(C1O)O)[C@H]1OC=2C=C(C=C(C2C[C@H]1O)O)O